N-((4,4-difluorocyclohexyl)(5-(2-methoxy-1-(2-oxo-4-(trifluoromethyl)imidazolidin-1-yl)ethyl)benzo[d]oxazol-2-yl)methyl)-1-isopropyl-1H-pyrazole-5-carboxamide FC1(CCC(CC1)C(NC(=O)C1=CC=NN1C(C)C)C=1OC2=C(N1)C=C(C=C2)C(COC)N2C(NC(C2)C(F)(F)F)=O)F